benzyl (6R)-6-{[7-(ethanesulfonyl)-2-(1-methyl-1H-pyrazol-4-yl)[1,2,4]triazolo[1,5-c]quinazolin-5-yl]amino}-5-oxo-1,4-diazepane-1-carboxylate C(C)S(=O)(=O)C1=CC=CC=2C=3N(C(=NC12)N[C@H]1C(NCCN(C1)C(=O)OCC1=CC=CC=C1)=O)N=C(N3)C=3C=NN(C3)C